NC(C(=O)OC(C)C)C isopropyl 2-aminopropionate